FCCCCCCCCC(CCCCCCCC)OC(CCCCCCCN(CCCCCCC(C(=O)OCCCCCCCCC)C)CCO)=O nonyl 8-((8-((1-fluoroheptadecan-9-yl)oxy)-8-oxooctyl)(2-hydroxyethyl)amino)-2-methyloctanoate